1-(cyano-L-prolyl)-4-(3-cyanophenyl)-N-methylindoline-6-carboxamide C(#N)N1[C@@H](CCC1)C(=O)N1CCC2=C(C=C(C=C12)C(=O)NC)C1=CC(=CC=C1)C#N